C1(CC1)C=1C(=C(C=CC1)SC=1C(=NC(=NC1)C)C(=O)NCC(F)(F)C1=C(C=C(C=C1)C)C)F 5-[(3-cyclopropyl-2-fluorophenyl)sulfanyl]-N-[2-(2,4-dimethylphenyl)-2,2-difluoroethyl]-2-methylpyrimidine-4-carboxamide